(E)-vinyl sulfone C(=C)S(=O)(=O)C=C